N-((1-cyclopentyl-4-(4-fluorophenyl)-5-hydroxy-5-methyl-2-oxo-2,5-dihydro-1H-pyrrol-3-yl)methyl)-4-methylbenzamide C1(CCCC1)N1C(C(=C(C1(C)O)C1=CC=C(C=C1)F)CNC(C1=CC=C(C=C1)C)=O)=O